NC1=NC2=NC=C(N=C2C(=N1)N)CN ((2,4-diaminopteridin-6-yl)methyl)ammonia